1-(Difluoromethyl)-4-fluoro-N'-((3-methyl-2-(2,2,2-trifluoroethyl)-6,7-dihydro-5H-cyclopenta[b]pyridin-4-yl)carbamoyl)-1H-pyrazole-3-sulfonimidamide FC(N1N=C(C(=C1)F)S(=O)(N)=NC(NC1=C2C(=NC(=C1C)CC(F)(F)F)CCC2)=O)F